tert-butyl (4-(4-((3-((3-amino-3-oxoprop-1-en-2-yl)amino)-3-oxoprop-1-en-2-yl)carbamoyl)thiazol-2-yl)phenyl)carbamate NC(C(=C)NC(C(=C)NC(=O)C=1N=C(SC1)C1=CC=C(C=C1)NC(OC(C)(C)C)=O)=O)=O